ClC=1C(=C2C(=NC1)OCO2)OCC=2C=CC=C1CN(C(C21)=O)[C@@H](C(C)(C)O)C2CC2 (R)-7-(((6-chloro-[1,3]dioxolo[4,5-b]pyridin-7-yl)oxy)methyl)-2-(1-cyclopropyl-2-hydroxy-2-methylpropyl)isoindolin-1-one